2-(3-phenyl-9H-carbazole-9-yl)-4-(dibenzofuran-3-yl)-6-phenyl-1,3,5-triazine C1(=CC=CC=C1)C=1C=CC=2N(C3=CC=CC=C3C2C1)C1=NC(=NC(=N1)C=1C=CC2=C(OC3=C2C=CC=C3)C1)C1=CC=CC=C1